OCC1CC(CC1)CO 1,3-bis(hydroxymethyl)-cyclopentane